N-{[1-(diphenylmethyl)azetidin-3-yl]Methyl}-2,2-dimethyl-N-(1-methylpiperidin-4-yl)-tetrahydro-2H-furo[3,4-d][1,3]Dioxole-4-carboxamide C1(=CC=CC=C1)C(N1CC(C1)CN(C(=O)C1OCC2OC(OC21)(C)C)C2CCN(CC2)C)C2=CC=CC=C2